C(=C)[Si]1(O[Si](O[Si](O1)(C)C=C)(C)C=C)C 2,4,6-Trivinyl-2,4,6-trimethyl-cyclotrisiloxane